NC([C@H](CCC(=O)OC(C)(C)C)N1C(C2=CC=CC(=C2C1)OCC1=CC=C(C=C1)CN1C(COCC1)CNCCOC)=O)=O tert-Butyl (4S)-5-amino-4-[4-[[4-[[3-[(2-methoxyethylamino) methyl]morpholin-4-yl]methyl]phenyl]methoxy]-1-oxo-isoindolin-2-yl]-5-oxo-pentanoate